2-(4-chloro-3-fluorophenoxy)-N-[3-(5-{[(5-methylpyridin-3-yl)oxy]methyl}-1,3,4-oxadiazol-2-yl)bicyclo[1.1.1]pentan-1-yl]acetamide ClC1=C(C=C(OCC(=O)NC23CC(C2)(C3)C=3OC(=NN3)COC=3C=NC=C(C3)C)C=C1)F